S1C(=NC2=C1C=CC=C2)\C(\CC(=O)O)=C\C=2C(=NN(C2)C)C2=CC(=CC=C2)Cl (E)-3-(benzo[d]thiazol-2-yl)-4-(3-(3-chlorophenyl)-1-methyl-1H-pyrazol-4-yl)but-3-enoic acid